[Cl-].O1N=CN=C1C(=O)N 1,2,4-oxadiazole-5-carboxamide, hydrogen chloride salt